6-Oxo-4-phenylpyrimidin O=C1C=C(N=CN1)C1=CC=CC=C1